2-(1-((6-amino-5-(3-methyl-1,2,4-oxadiazol-5-yl)pyrimidin-4-yl)amino)ethyl)-5-chloro-4-oxoquinazolin NC1=C(C(=NC=N1)NC(C)C1=NC2=CC=CC(=C2C(N1)=O)Cl)C1=NC(=NO1)C